NC1=NC2=CC(=CC(=C2C=N1)F)C=1C=C(C(=C(C1)OS(=O)(=O)[O-])C(C)C)OS(=O)(=O)[O-] 5-(2-Amino-5-fluoroquinazolin-7-yl)-2-isopropyl-1,3-phenylenedi(hydrogen sulfate)